FC1=CC(=CC2=C1OCCO2)[C@H]([C@@H](CN2CCCC2)NC(=O)[C@@H]2CN(CC2)C2=NC=CC=C2)O (S)-N-((1R,2R)-1-(8-fluoro-2,3-dihydrobenzo[b][1,4]dioxin-6-yl)-1-hydroxy-3-(pyrrolidin-1-yl)propan-2-yl)-1-(pyridin-2-yl)pyrrolidine-3-carboxamide